tertbutyl (3S)-3-methyl-4-[4-({3-methyl-4-[(1-methyl-1,3-benzodiazol-5-yl)methyl]phenyl}amino)quinazolin-6-yl]piperazine-1-carboxylate C[C@H]1CN(CCN1C=1C=C2C(=NC=NC2=CC1)NC1=CC(=C(C=C1)CC1=CC2=C(N(C=N2)C)C=C1)C)C(=O)OC(C)(C)C